CN1CCN(CC1)C1CCN(CC1)C1=CC=C(C=C1)NC=O N-(4-(4-(4-methylpiperazin-1-yl)piperidin-1-yl)phenyl)carboxamide